N-(4-(4-amino-1-methyl-7-(1-(tetrahydro-2H-pyran-4-yl)-1H-pyrazol-4-yl)-1H-pyrazolo[4,3-c]pyridin-3-yl)-2-(1-(4-fluorophenyl)-2-methoxyethoxy)phenyl)-1,1-difluoromethane-sulfonamide NC1=NC=C(C2=C1C(=NN2C)C2=CC(=C(C=C2)NS(=O)(=O)C(F)F)OC(COC)C2=CC=C(C=C2)F)C=2C=NN(C2)C2CCOCC2